3-(dimethylammonio)propane-1-sulfonate C[NH+](CCCS(=O)(=O)[O-])C